CN(CCS(=O)(=O)O)C.C(C=C)#N acrylonitrile dimethyl-taurate